CN1C2(CN(C2)C(=O)OC(C)(C)C)CNC(C1)=O tert-butyl 5-methyl-7-oxo-2,5,8-triazaspiro[3.5]nonane-2-carboxylate